CC=1C=C2C=NNC2=C(C1)S(=O)(=O)N1C[C@@H](CC1)NC(=O)N1CCOCC1 (R)-N-(1-((5-methyl-1H-indazol-7-yl)sulfonyl)pyrrolidin-3-yl)morpholine-4-carboxamide